ClC=1C(=NC=CC1)N1N=C(C=C1C(=O)NC=1C(=CC=2N(C1C(=O)NC(CO)(C)C)N=CC2)C)OC 6-(1-(3-Chloropyridin-2-yl)-3-methoxy-1H-pyrazol-5-carboxamido)-N-(1-hydroxy-2-methylpropan-2-yl)-5-methylpyrazolo[1,5-a]pyridin-7-carboxamid